N\C(\CN(C(OC(C)(C)C)=O)C1=CC(=C(C(=C1)Cl)CC1=NN(C(C(=C1)C(C)C)=O)C)Cl)=N/O (Z)-tert-butyl (2-amino-2-(hydroxyimino)ethyl)(3,5-dichloro-4-((5-isopropyl-1-methyl-6-oxo-1,6-dihydropyridazin-3-yl)methyl)phenyl)carbamate